1-(4-isopropyl-phenyl)-3-(4-methoxystyryl)-5-(4-methoxyphenyl)-pyrazoline C(C)(C)C1=CC=C(C=C1)N1NC(=CC1C1=CC=C(C=C1)OC)C=CC1=CC=C(C=C1)OC